(R)-3-Methylpentacosane C[C@H](CC)CCCCCCCCCCCCCCCCCCCCCC